1-isopropyl-N-((5-(2-methoxypyridin-4-yl)-2,3-dihydro-1H-inden-4-yl)carbamoyl)-2-oxo-1,2-dihydropyridine-4-sulfonamide C(C)(C)N1C(C=C(C=C1)S(=O)(=O)NC(NC1=C2CCCC2=CC=C1C1=CC(=NC=C1)OC)=O)=O